ClC1=NC=C(C(=C1)N1C[C@H](CC1)NCC)I (3S)-1-(2-chloro-5-iodo-4-pyridyl)-N-ethyl-pyrrolidin-3-amine